O1C(OCC1)C1=C(C=CC(=C1)F)C1=NN(C=C1CC=1C=NN(C1Br)CC)C 3-(2-(1,3-dioxolan-2-yl)-4-fluorophenyl)-4-((5-bromo-1-ethyl-1H-pyrazol-4-yl)methyl)-1-methyl-1H-pyrazole